FC(C=1C=C(C=NC1)N1CC(C1)NC(OC(C)(C)C)=O)(F)F Tert-butyl (1-(5-(trifluoromethyl)pyridin-3-yl)azetidin-3-yl)carbamate